C(C=C)(=O)N1[C@@H](COCC1)C=1C=C(C=C(C1)Cl)C1=NC=CC(=N1)NC(C)=O (R)-N-(2-(3-(4-acryloylmorpholin-3-yl)-5-chlorophenyl)pyrimidin-4-yl)acetamide